Cl.O1CC=C(C=C1)C(=O)N 2H-pyran-4-carboxamide, hydrochloride